ONC(=O)C=1C=C2CCN(CC2=CC1C)C1CC2(C1)CCCCC2 N-hydroxy-7-methyl-2-(spiro[3.5]nonan-2-yl)-1,2,3,4-tetrahydroisoquinoline-6-carboxamide